CC1=CCC2(CCCC(C23C1C3)(C)C)C 1,1a,4,4a,5,6,7,8-octahydro-2,4a,8,8-tetramethylcyclopropa[d]naphthalene